BrC=1C=CC(=C(C1)C(CO)NC([O-])=O)F [1-(5-bromo-2-fluorophenyl)-2-hydroxyethyl]carbamate